C1N(CCC2=CC=CC=C12)C[C@H](CN1C(C2=CC=C(C=C2CC1)OC1CCN(CC1)C1COC1)=O)O 2-[(2R)-3-(3,4-dihydro-1H-isoquinolin-2-yl)-2-hydroxy-propyl]-6-[[1-(oxetan-3-yl)-4-piperidinyl]oxy]-3,4-dihydroisoquinolin-1-one